O1CCCC1.[W] tungsten (tetrahydrofuran)